N-(4-(4-ethylpiperazin-1-yl)phenyl)-6-(pyridin-4-yl)-1H-indazol-3-amine C(C)N1CCN(CC1)C1=CC=C(C=C1)NC1=NNC2=CC(=CC=C12)C1=CC=NC=C1